2-aminopyridine-4-carbonitrile NC1=NC=CC(=C1)C#N